(R)-7-amino-2-methyl-4-((S)-1-(3-(trifluoromethoxy)phenyl)ethyl)-2H-benzo[b][1,4]oxazin-3(4H)-one NC=1C=CC2=C(O[C@@H](C(N2[C@@H](C)C2=CC(=CC=C2)OC(F)(F)F)=O)C)C1